NCC=1C=C(C=CC1)C=1C=CC2=C(C(=C(O2)C2=CC=C(C=C2)F)COC2=C(C=CC=C2)CC(=O)O)C1 2-(2-((5-(3-(aminomethyl)phenyl)-2-(4-fluorophenyl)benzofuran-3-yl)methoxy)phenyl)acetic acid